N(N)C(=O)C1CCC(N(C1)C(=O)OC(C)(C)C)C tert-butyl 5-(hydrazinecarbonyl)-2-methylpiperidine-1-carboxylate